5-(((5,6-Dimethoxypyridin-3-yl)imino)methyl)-2,2-dimethyl-1,3-dioxane-4,6-dione COC=1C=C(C=NC1OC)N=CC1C(OC(OC1=O)(C)C)=O